O[C@@H]1[C@H](O[C@H]([C@@H]([C@H]1O)O)OC=1C=CC2=C(C[C@H]3CCCN([C@@H]3C2)CCC)C1S(=O)(=O)O)C(=O)O (2S,3S,4S,5R,6S)-3,4,5-trihydroxy-6-(((4aR,10aR)-1-propyl-6-sulfo-1,2,3,4,4a,5,10,10a-octahydrobenzo[g]quinolin-7-yl)oxy)tetrahydro-2H-pyran-2-carboxylic acid